C(C1=CC=CC=C1)N1[C@@H]2[C@H](N(C[C@H](C1)CC2)C(=O)OC(C)(C)C)CO tert-Butyl (1S,4S,5S)-6-benzyl-4-(hydroxymethyl)-3,6-diazabicyclo[3.2.2]nonane-3-carboxylate